4-{(1S,3S)-3-[5-(2,4-difluorobenzyl)-1,2,4-oxadiazol-3-yl]-2,2-dimethylcyclopropyl}benzenesulfonamide FC1=C(CC2=NC(=NO2)[C@@H]2C([C@H]2C2=CC=C(C=C2)S(=O)(=O)N)(C)C)C=CC(=C1)F